O1C(=NC2=NC=CC=C21)N2CCN(CC2)C(=O)C2=CC=C(C=C2)N2CC(C2)OC(C(F)(F)F)C (4-oxazolo[4,5-b]pyridin-2-ylpiperazin-1-yl)-[4-[3-(2,2,2-trifluoro-1-methyl-ethoxy)azetidin-1-yl]phenyl]methanone